N1=NC=C2N1CCN(C2)C=2SC(=CN2)C(=O)NC(CCCC)CC2=CNC1=CC=CC=C21 2-(6,7-dihydro-4H-triazolo[1,5-a]pyrazin-5-yl)-N-[1-(1H-indol-3-ylmethyl)pentyl]thiazole-5-carboxamide